NC1=NC=2C3=C(C(CC2C=N1)(C)C)C(=NN3)C(=O)NC3=CC(=CC=C3)OC 8-amino-N-(3-methoxyphenyl)-4,4-dimethyl-4,5-dihydro-1H-pyrazolo[4,3-H]quinazoline-3-carboxamide